COC(C(C1=C(C=CC=C1)C1OCCC1)N1C[C@@H](CC1)OCCCCC1=NC=2NCCCC2C=C1)=O 2-((R)-3-(4-(5,6,7,8-tetrahydro-1,8-naphthyridin-2-yl)butoxy)pyrrolidin-1-yl)-2-(2-(tetrahydrofuran-2-yl)phenyl)acetic acid methyl ester